N-[(1S)-2-[[(1S)-2-amino-2-oxo-1-[[(3S)-2-oxo-3-piperidyl]methyl]ethyl]amino]-1-(cyclopropylmethyl)-2-oxo-ethyl]-4-chloro-1H-pyrrolo[3,2-c]pyridine-2-carboxamide NC([C@H](C[C@H]1C(NCCC1)=O)NC([C@H](CC1CC1)NC(=O)C1=CC=2C(=NC=CC2N1)Cl)=O)=O